2-ethyl-1-tricosanal C(C)C(C=O)CCCCCCCCCCCCCCCCCCCCC